ClC=1C=C(C2=C(C(CO2)O)C1)S(=O)(=O)NC1=C(C(=C(C=C1)F)C=1C=C2C=NC(=NC2=CC1)NC1CCN(CC1)C)F 5-chloro-N-(2,4-difluoro-3-{2-[(1-methylpiperidin-4-yl)amino]quinazolin-6-yl}phenyl)-3-hydroxy-2,3-dihydro-1-benzofuran-7-sulfonamide